methyl 4-(3-chloropropyloxy)-3-methoxybenzoate ClCCCOC1=C(C=C(C(=O)OC)C=C1)OC